2,5-dichloro-3-[(2-oxooxazolidin-5-yl)methoxy]benzoic acid ethyl ester C(C)OC(C1=C(C(=CC(=C1)Cl)OCC1CNC(O1)=O)Cl)=O